C1=CC(=CC=C1C(=O)NC2=CC=C(C=C2)Br)Br 4-bromo-N-(4-bromophenyl)benzamide